CC1(C2=C(N(C1=O)CC1=CSC=C1)C=C(S2)C(=O)O)C 6,6-Dimethyl-5-oxo-4-(thiophen-3-ylmethyl)-5,6-dihydro-4H-thieno[3,2-b]pyrrole-2-carboxylic acid